COC=1C=C(CCl)C=CC1OC 3,4-dimethoxybenzyl chloride